N-((5-thioxo-5,6-dihydropyrazolo[1,5-c]quinazolin-2-yl)methyl)-2-(trifluoromethoxy)benzamide S=C1NC=2C=CC=CC2C=2N1N=C(C2)CNC(C2=C(C=CC=C2)OC(F)(F)F)=O